CN1N=CC(=C1)C(=O)O.[Na] sodium 1-methylpyrazole-4-carboxylic acid